4-chlorophenethyl-amine chloride [Cl-].ClC1=CC=C(CCN)C=C1